(2s,5r)-4-(4-(4-fluorophenyl)-2-methylthiazol-5-yl)-2,5-dimethylpiperazine-1-carboxylic acid tert-butyl ester C(C)(C)(C)OC(=O)N1[C@H](CN([C@@H](C1)C)C1=C(N=C(S1)C)C1=CC=C(C=C1)F)C